6-(((1S,2S,4S)-2-(cyclobutyl-(methyl)amino)-4-(3-(trifluoromethyl)phenyl)-cyclohexyl)oxy)-2-methyl-N-(pyrimidin-4-yl)pyridine-3-sulfonamide C1(CCC1)N([C@@H]1[C@H](CC[C@@H](C1)C1=CC(=CC=C1)C(F)(F)F)OC1=CC=C(C(=N1)C)S(=O)(=O)NC1=NC=NC=C1)C